N-(3-((7-(2,6-dichloro-3,5-dimethoxyphenyl)-5-((2-methoxyethyl)amino)-2,6-naphthyridin-3-yl)amino)-1-methyl-1H-pyrazol-4-yl)acrylamide ClC1=C(C(=C(C=C1OC)OC)Cl)C1=NC(=C2C=C(N=CC2=C1)NC1=NN(C=C1NC(C=C)=O)C)NCCOC